CN1N=C(C2=CC(=CC=C12)C=1N=C(N2C1CN(CC2)C(C)=O)C2CCOCC2)C=2C=NN(C2)C 1-(1-(1-methyl-3-(1-methyl-1H-pyrazol-4-yl)-1H-indazol-5-yl)-3-(tetrahydro-2H-pyran-4-yl)-5,6-dihydroimidazo[1,5-a]pyrazin-7(8H)-yl)ethan-1-one